tert-butyl (2S,4R)-2-(methoxymethyl)-4-(5-(3-(trifluoromethoxy)phenyl)oxazole-2-carboxamido)pyrrolidine-1-carboxylate COC[C@H]1N(C[C@@H](C1)NC(=O)C=1OC(=CN1)C1=CC(=CC=C1)OC(F)(F)F)C(=O)OC(C)(C)C